ClC=1C=CC=C2C=CC=C(C12)C1=C(C=2N=C(N=C(C2C=N1)N(C1CN(CC1)C#N)C)OC[C@H]1N(CCC1)C)F 3-((7-(8-chloronaphthalen-1-yl)-8-fluoro-2-(((S)-1-methylpyrrolidin-2-yl)methoxy)pyrido[4,3-d]pyrimidin-4-yl)(methyl)amino)pyrrolidine-1-carbonitrile